(4-((3-(2-fluorophenyl)-2,4-dioxo-3,4-dihydroquinazolin-1(2H)-yl)methyl)phenyl)-N-hydroxyacrylamide FC1=C(C=CC=C1)N1C(N(C2=CC=CC=C2C1=O)CC1=CC=C(C=C1)C(C(=O)NO)=C)=O